N-{4-ethyl-6-[(1H-pyrazol-1-yl)methyl]-1,2-benzooxazol-3-yl}-2,6-dimethoxybenzene-1-sulphonamide C(C)C1=CC(=CC2=C1C(=NO2)NS(=O)(=O)C2=C(C=CC=C2OC)OC)CN2N=CC=C2